FC(C=1C=CC(=NC1)C(=O)N)(F)F 5-(trifluoromethyl)picolinamide